F[C@]1([C@@H](O[C@@H]([C@H]1O)CO)N1C=NC(=C1)NC(=N)N)C 1-(1-((2r,3r,4r,5r)-3-fluoro-4-hydroxy-5-(hydroxymethyl)-3-methyltetrahydrofuran-2-yl)-1H-imidazol-4-yl)guanidine